C(C=C)(=O)N1[C@H](CCCC1)C(=O)NC=1C=NC=CC1C1=CC(=C(CNC(=O)C2=NOC(=N2)C(C)(C)C)C=C1)C (R)-N-(4-(3-(1-acryloylpiperidine-2-carboxamido)pyridin-4-yl)-2-methylbenzyl)-5-(tert-butyl)-1,2,4-oxadiazole-3-carboxamide